Br.BrC=1C=C(CN2C(NCC2)=N)C=CC1F 1-(3-bromo-4-fluorobenzyl)imidazoline-2-imine hydrobromide